CN1COCCC1 N-methyl-1,3-oxazinane